FC1=C(OC2=CC=C(C=C2)C=2N=C(N3C2C(=NC=C3C)C)[C@H]3N(CCC3)C(C=C)=O)C=CC=C1OC (S)-1-(2-(1-(4-(2-fluoro-3-methoxyphenoxy)phenyl)-5,8-dimethylimidazo[1,5-a]pyrazin-3-yl)pyrrolidin-1-yl)prop-2-en-1-one